3-(3-(6-Aminopyridin-2-Yl)phenyl)-2,2-Dimethylpropanoic acid tert-butyl ester C(C)(C)(C)OC(C(CC1=CC(=CC=C1)C1=NC(=CC=C1)N)(C)C)=O